(2r,3s)-2-(benzamidomethyl)-3-(benzo[d][1,3]Dioxan-5-yl)-3-hydroxypropionic acid ethyl ester C(C)OC([C@@H]([C@H](O)C1=CC=CC=2OCOCC21)CNC(C2=CC=CC=C2)=O)=O